5-((1-(4-(5-Methylhexahydropyrrolo[3,4-c]pyrrol-2(1H)-yl)phenyl)-1H-imidazol-4-yl)amino)pyrazine-2-carbonitrile CN1CC2C(C1)CN(C2)C2=CC=C(C=C2)N2C=NC(=C2)NC=2N=CC(=NC2)C#N